R or S-phenylglycine methyl ester COC([C@H](N)C1=CC=CC=C1)=O |o1:3|